OCN1CC(C1)C (hydroxymethyl)-3-methylazetidin